3-(5-((((3S,4S)-8-(6-amino-5-((2-aminopyridin-4-yl)thio)pyrazin-2-yl)-3-methyl-2-Oxa-8-azaspiro[4.5]decane-4-yl)amino)methyl)-4-fluoro-1-oxoisoindoline-2-yl)piperidine NC1=C(N=CC(=N1)N1CCC2([C@@H]([C@@H](OC2)C)NCC=2C(=C3CN(C(C3=CC2)=O)C2CNCCC2)F)CC1)SC1=CC(=NC=C1)N